1-(2-chloro-6-methoxypyridin-4-yl)propan-1-one ClC1=NC(=CC(=C1)C(CC)=O)OC